ethyl 6-fluoro-1,1-dimethyl-3-(3-(trifluoromethyl)pyridin-4-yl)-1H-indene-5-carboxylate FC1=C(C=C2C(=CC(C2=C1)(C)C)C1=C(C=NC=C1)C(F)(F)F)C(=O)OCC